NC=1C(NC2=CC(=C(N=C2C1C1=C2C=NNC2=C(C=C1)F)N1CCN(CC1)C1CC1)C)=O 3-Amino-6-(4-cyclopropylpiperazin-1-yl)-4-(7-fluoro-1H-indazol-4-yl)-7-methyl-1H-1,5-naphthyridin-2-one